Cyclobutylidenebis[2-(5-methyl-2-furyl)-4-(4-methylphenyl)-5-methyl-1-indenyl]zirconium dichloride [Cl-].[Cl-].C1(CCC1)=[Zr+2](C1C(=CC2=C(C(=CC=C12)C)C1=CC=C(C=C1)C)C=1OC(=CC1)C)C1C(=CC2=C(C(=CC=C12)C)C1=CC=C(C=C1)C)C=1OC(=CC1)C